C(C)OC(=O)C1=NNC(=C(C1=C=O)O)C(=O)OCC 5-hydroxy-4-carbonyl-1,4-dihydropyridazine-3,6-dicarboxylic acid diethyl ester